FC(C1=C(OC=2C3=C(N=C(N2)CO)CNCC3)C=CC(=C1)F)F [4-[2-(difluoromethyl)-4-fluorophenoxy]-5H,6H,7H,8H-pyrido[3,4-d]pyrimidin-2-yl]methanol